(S)-1-(5,6-dibromo-2-methylpyridin-3-yl)pyrrolidin-3-ol BrC=1C=C(C(=NC1Br)C)N1C[C@H](CC1)O